Phenyl ((S)-1-((2S,4R)-2-(((S)-1-(4-ethynylphenyl)ethyl)carbamoyl)-4-hydroxypyrrolidin-1-yl)-3,3-dimethyl-1-oxobutan-2-yl)carbamate C(#C)C1=CC=C(C=C1)[C@H](C)NC(=O)[C@H]1N(C[C@@H](C1)O)C([C@H](C(C)(C)C)NC(OC1=CC=CC=C1)=O)=O